FC(C(=O)N1CC2C3=C(C(C1)C2)C=C(C=C3N)N)(F)F 3-(trifluoroacetyl)-2,3,4,5-tetrahydro-1H-1,5-methano-3-benzazepine-6,8-diamine